C(C1=CC=CC=C1)N1CCN(C12COC2)C(=O)C2=CC=C(C=C2)/C=C/C(=O)C2=C(C(=C(C=C2)OC)OC)OC (E)-3-(4-(8-benzyl-2-oxa-5,8-diazaspiro[3.4]octane-5-carbonyl)phenyl)-1-(2,3,4-trimethoxyphenyl)prop-2-en-1-one